8-Morpholinoimidazolo[1,2-b]pyridazine-2-carboxylic acid O1CCN(CC1)C=1C=2N(N=CC1)C=C(N2)C(=O)O